N-(2-aminoethyl)-4-{5-[4-(dimethylamino)phenyl]-1,3-oxazol-2-yl}benzenesulfonamide NCCNS(=O)(=O)C1=CC=C(C=C1)C=1OC(=CN1)C1=CC=C(C=C1)N(C)C